OCCNC(=O)C1CNCC1 N-(2-hydroxyethyl)pyrrolidine-3-carboxamide